CC=1C=C(C=CC1C)C1=CC=C(C(=N1)OC)C#C 6-(3,4-dimethylphenyl)-3-ethynyl-2-methoxy-pyridine